5-((1H-pyrazol-1-yl)methyl)-N-((4-iodo-2,6-dimethoxyphenyl)sulfonyl)-6-methoxypicolinamide N1(N=CC=C1)CC=1C=CC(=NC1OC)C(=O)NS(=O)(=O)C1=C(C=C(C=C1OC)I)OC